(E)-1-(8-bromoquinolin-2-yl)-N-(2-ethylphenyl)ethane-1-imine BrC=1C=CC=C2C=CC(=NC12)\C(\C)=N\C1=C(C=CC=C1)CC